CC(C)(OC(NCCOCCOCCCOCCOCCC(=O)OCC1=CC=CC=C1)=O)C benzyl 2,2-dimethyl-4-oxo-3,8,11,15,18-pentaoxa-5-azahenicosan-21-oate